CC(C=O)(C)NC(OCCCC)=O butyl (2-methyl-1-oxopropan-2-yl)carbamate